6-chloro-7-(3-methylpyrazin-2-yl)-1H-indole-3-sulphonyl chloride ClC1=CC=C2C(=CNC2=C1C1=NC=CN=C1C)S(=O)(=O)Cl